O1CCOC12CCN(CC2)CC2(CCN(CC2)C2=NC=C(C=C2)C=2C=1N(C=C(C2)OCC)N=CC1C#N)NC(C1=C(C=CC(=C1)F)F)=O N-(4-((1,4-dioxa-8-azaspiro[4.5]decan-8-yl)methyl)-1-(5-(3-cyano-6-ethoxypyrazolo[1,5-a]pyridin-4-yl)pyridin-2-yl)piperidin-4-yl)-2,5-difluorobenzamide